C1(CCCC1)C=1C(=CC(=C(C(=O)NC2=CC(NC=C2)=O)C1)OC1=C(C=C(C=C1)F)C)C(F)(F)F 5-Cyclopentyl-2-(4-fluoro-2-methylphenoxy)-N-(2-oxo-1,2-dihydropyridin-4-yl)-4-(trifluoromethyl)benzamide